3-(acetaminocarbamoyl)-4-(cyclohexylamino)-N-methyl-benzenesulfonamide N(C(=O)C)NC(=O)C=1C=C(C=CC1NC1CCCCC1)S(=O)(=O)NC